2,4-dichlorobenzamido cyclopropanecarboxylate C1(CC1)C(=O)ONC(C1=C(C=C(C=C1)Cl)Cl)=O